CN(C)CCCNCCCCOP(OC)C 3-(N,N-dimethylaminopropyl)aminopropylmethyldimethoxyphosphane